1-(4-(2,3-Dimethylphenyl)piperidin-1-yl)-2-(3-(4-hydroxy-4-methylpiperidin-1-carbonyl)-5,6-dihydrocyclopenta[c]pyrazol-1(4H)-yl)ethan-1-on CC1=C(C=CC=C1C)C1CCN(CC1)C(CN1N=C(C2=C1CCC2)C(=O)N2CCC(CC2)(C)O)=O